tert-butyl 3-(2-chloropyrimidin-5-yl)oxyazetidine-1-carboxylate ClC1=NC=C(C=N1)OC1CN(C1)C(=O)OC(C)(C)C